N1C(C=CC=C1)(C)C(=O)OCC ethyl picoline-2-carboxylate